(S)-1-(4-chlorophenyl)ethan-1-amine ClC1=CC=C(C=C1)[C@H](C)N